CCCCCC\C=C/CCC(CCCCCCCC)=O (Z)-7-Nonadecen-11-one